N-[5-(2-Ethyltetrazol-5-yl)-4-fluoro-2-methylphenyl]-6-fluoropyrazolo[1,5-a]pyridine-3-carboxamide C(C)N1N=C(N=N1)C=1C(=CC(=C(C1)NC(=O)C=1C=NN2C1C=CC(=C2)F)C)F